5-Chloro-2-hydroxy-3-nitro-N-((tetrahydrofuran-2-yl)methyl)benzenesulfonamide ClC=1C=C(C(=C(C1)S(=O)(=O)NCC1OCCC1)O)[N+](=O)[O-]